2-(2-{[2-(difluoromethoxy)pyridin-3-yl]oxy}-5-ethylphenyl)-N-(2-methylquinoline-5-sulfonyl)oxolane-2-carboxamide FC(OC1=NC=CC=C1OC1=C(C=C(C=C1)CC)C1(OCCC1)C(=O)NS(=O)(=O)C=1C=2C=CC(=NC2C=CC1)C)F